N-(3-(3-benzyl-4-oxo-3,4-dihydrophthalazin-1-yl)phenyl)sulfamide hydrochloride Cl.C(C1=CC=CC=C1)N1N=C(C2=CC=CC=C2C1=O)C=1C=C(C=CC1)NS(=O)(=O)N